Cl.NC\C=C(\CN1C(=NC2=C1C=C(C=C2C2=CC(=CC=C2)S(N(C)C)(=O)=O)C(=O)N(C)C)C)/F (Z)-1-(4-amino-2-fluorobut-2-en-1-yl)-4-(3-(N,N-dimethylsulfamoyl)phenyl)-N,N,2-trimethyl-1H-benzo[d]imidazol-6-carboxamide Hydrochloride